2-(3-aminophenyl)-2-oxo-3,3,5,5-tetramethyl-[1,4,2]-oxazaphosphinane NC=1C=C(C=CC1)P1(OCC(NC1(C)C)(C)C)=O